N'-(2-chloro-5-methyl-4-(3-((3-(trifluoromethyl)pyridin-2-yl)oxy)oxetan-3-yl)phenyl)-N-ethyl-N-methylformimidamide ClC1=C(C=C(C(=C1)C1(COC1)OC1=NC=CC=C1C(F)(F)F)C)N=CN(C)CC